CC1(CCCC1(C)C)C 3,3,4,4-tetramethylcyclopentane